Cl.N[C@@H]1CN(CC[C@@H]1C(=O)N)C(=O)C1=CC2=C(N(C(=N2)C=2N(C3=CC=CC=C3C2)CC)C)C=C1 |r| (+/-)-cis-3-Amino-1-(2-(1-ethyl-1H-indol-2-yl)-1-methyl-1H-benzo[d]imidazole-5-carbonyl)piperidine-4-carboxamide, hydrochloride salt